Cl.NC=1SC(=CN1)C=O 2-AMINO-5-FORMYLTHIAZOLE HCL